FC(CCCOC=1C=C2C(N(C(C2=CC1)=O)C1C(NC(CC1)=O)=O)=O)(CN1CCC(CC1)OC1CC(C1)OC1=NC=C(C=C1)C=1C=CC=2C3=C(N(C2C1)C)C=CN=C3)F 5-[4,4-Difluoro-5-[4-[3-[[5-(5-methylpyrido[4,3-b]indol-7-yl)-2-pyridyl]oxy]cyclobutoxy]-1-piperidyl]pentoxy]-2-(2,6-dioxo-3-piperidyl)isoindoline-1,3-dione